2-((1R,2R)-1-(2-cyanophenyl)-1-(4-methyl-1H-pyrazol-1-yl)propan-2-yl)-5-hydroxy-N-(isoxazol-4-yl)-1-methyl-6-oxo-1,6-dihydropyrimidine-4-carboxamide C(#N)C1=C(C=CC=C1)[C@@H]([C@@H](C)C=1N(C(C(=C(N1)C(=O)NC=1C=NOC1)O)=O)C)N1N=CC(=C1)C